((1S,6R,7R)-7-(2-fluorophenyl)-3-(5-(quinolin-4-yl)-5H-pyrrolo[2,3-b]pyrazin-2-yl)-3-azabicyclo[4.1.0]heptan-7-yl)methanamine FC1=C(C=CC=C1)[C@]1([C@@H]2CCN(C[C@H]12)C=1N=C2C(=NC1)N(C=C2)C2=CC=NC1=CC=CC=C21)CN